(R)-N-(7-(4-amino-1-(piperidin-3-yl)-1H-pyrazolo[3,4-d]pyrimidin-3-yl)benzo[d][1,3]dioxol-4-yl)-4-methoxybenzamide NC1=C2C(=NC=N1)N(N=C2C2=CC=C(C1=C2OCO1)NC(C1=CC=C(C=C1)OC)=O)[C@H]1CNCCC1